1-benzyl-4,4-difluoro-5-methyl-2-phenyl-piperidine C(C1=CC=CC=C1)N1C(CC(C(C1)C)(F)F)C1=CC=CC=C1